FC1=C(C(=CC=C1)C)N1CCC(CC1)N1C(N(C=2C([C@H]1C)=CNN2)CC2=C(C=CC=C2)C(F)(F)F)=O (R)-5-[1-(2-Fluoro-6-methyl-phenyl)-piperidin-4-yl]-4-methyl-7-(2-trifluoromethylbenzyl)-2,4,5,7-tetrahydro-pyrazolo[3,4-d]pyrimidin-6-one